SCCCCCCCC thianonane